S1(CCCC2=CC=C(C=C12)C(=O)OCC)(=O)=O Ethyl thiochroman-7-carboxylate 1,1-dioxide